(S)-chroman-4-carboxylic acid O1CC[C@@H](C2=CC=CC=C12)C(=O)O